N-([1,1'-biphenyl]-4-yl)-N-(naphthalen-2-yl)-5-phenyl-5a,11a-dihydro-5H-benzo[b]carbazol-2-amine C1(=CC=C(C=C1)N(C=1C=C2C3C=C4C(=CC3N(C2=CC1)C1=CC=CC=C1)C=CC=C4)C4=CC1=CC=CC=C1C=C4)C4=CC=CC=C4